The molecule is alpha-Ergocryptine in which the isobutyl (2-methylpropyl) substituent is replaced by sec-butyl (1-methylpropyl). It is a natural ergot alkaloid. Note that ergocryptine discussed in the literature prior to 1967, when beta-ergocryptine was separated from alpha-ergocryptine, is now referred to as alpha-ergocryptine. It derives from a hydride of an ergotaman. CCC(C)[C@H]1C(=O)N2CCC[C@H]2[C@]3(N1C(=O)[C@](O3)(C(C)C)NC(=O)[C@H]4CN([C@@H]5CC6=CNC7=CC=CC(=C67)C5=C4)C)O